[C@@H]1([C@H](O)[C@H](O)[C@@H](C[S+](CC[C@@H](N)C(=O)O)C)O1)N1C=NC=2C(N)=NC=NC12 (R)-S-adenosylmethionine